FC1(C2CN(CC12)C1=NC2=C(C=C(C=C2C(N1C)=O)C)[C@H](C)NC1=C(C(=O)O)C=CC=C1)F 2-(((1S)-1-(2-(6,6-difluoro-3-azabicyclo[3.1.0]hexan-3-yl)-3,6-dimethyl-4-oxo-3,4-dihydroquinazolin-8-yl)ethyl)amino)benzoic acid